CN(CCN1N=CC(=C1)C1=C(C(=O)N)C=CC=C1)C (1-(2-(dimethylamino)ethyl)-1H-pyrazol-4-yl)benzamide